4-[1-[[6-[3-(6-methyl-2-pyridyl)-1H-pyrazol-4-yl]-1,5-naphthyridin-4-yl]methyl]-4-piperidyl]morpholine CC1=CC=CC(=N1)C1=NNC=C1C=1N=C2C(=CC=NC2=CC1)CN1CCC(CC1)N1CCOCC1